(3-(methyl)benzyl)phosphonium bromide [Br-].CC=1C=C(C[PH3+])C=CC1